4'-methyl-5'-oxo-5',6'-dihydrospiro[cyclohexane-1,7'-pyrrolo[3,4-b]pyridine]-1'-oxide CC1=C2C(=[N+](C=C1)[O-])C1(NC2=O)CCCCC1